N-[(1S)-2-[(6-chloro-5-cyano-3-pyridyl)oxy]-1-methyl-ethyl]-1,1,1-trifluoro-methanesulfonamide ClC1=C(C=C(C=N1)OC[C@H](C)NS(=O)(=O)C(F)(F)F)C#N